4-(2-oxiranyl)vinyl-benzocyclobutene O1C(C1)C=CC1=C2C(CC2)=CC=C1